2'-(ethoxymethyl)-N-(5-Methyl-1,2,4-oxadiazol-3-yl)-[1,1'-biphenyl]-2-sulfonamide C(C)OCC1=C(C=CC=C1)C=1C(=CC=CC1)S(=O)(=O)NC1=NOC(=N1)C